N1CC(=CC=C1)C(=O)[O-] Dihydropyridine-3-carboxylate